6-iodo-3-((2-(6-methoxypyridin-3-yl)-3-methyl-2,3-dihydrobenzo[b][1,4]dioxin-6-yl)methyl)-3H-imidazo[4,5-b]pyridine IC=1C=C2C(=NC1)N(C=N2)CC2=CC1=C(OC(C(O1)C)C=1C=NC(=CC1)OC)C=C2